methyl (S)-7-(4-benzhydryl-2-methylpiperazine-1-carboxamido)heptanoate C(C1=CC=CC=C1)(C1=CC=CC=C1)N1C[C@@H](N(CC1)C(=O)NCCCCCCC(=O)OC)C